(6-chloro-2,3,4-trihydroxy phenyl) ketone ClC1=CC(=C(C(=C1C(=O)C1=C(C(=C(C=C1Cl)O)O)O)O)O)O